2-[1-(cyclobutylmethyl)pyrazol-4-yl]-5-propyl-3H-imidazo[2,1-b]purin-4-one C1(CCC1)CN1N=CC(=C1)C1=NC=2N3C(N(C(C2N1)=O)CCC)=NC=C3